dimethyl(n-octyl)ammonium C[NH+](CCCCCCCC)C